FC(C=1C=CC(=NC1)C=1C=C2C=CN(C(C2=CC1F)=O)CCC[C@H](C)NC=1C=NNC(C1C(F)(F)F)=O)F 6-[5-(difluoromethyl)pyridin-2-yl]-7-fluoro-2-[(4S)-4-[[6-oxo-5-(trifluoromethyl)-1H-pyridazin-4-yl]amino]pentyl]isoquinolin-1-one